(5S)-5-[[[4-[3-Chloro-4-[2-chloro-3-[3-[[(1,1-dioxothian-4-yl)amino]methyl]-1-methyl-pyrrolo[2,3-b]pyridin-6-yl]phenyl]-2-pyridyl]-2-methoxy-phenyl]methylamino]methyl]pyrrolidin-2-one ClC=1C(=NC=CC1C1=C(C(=CC=C1)C1=CC=C2C(=N1)N(C=C2CNC2CCS(CC2)(=O)=O)C)Cl)C2=CC(=C(C=C2)CNC[C@@H]2CCC(N2)=O)OC